2-(4-{[(3R)-1-methylpiperidin-3-yl]amino}pyrido[3,4-d]pyridazin-1-yl)-5-nitrophenol CN1C[C@@H](CCC1)NC=1N=NC(=C2C1C=NC=C2)C2=C(C=C(C=C2)[N+](=O)[O-])O